C(#N)[C@@]1([C@@H](C1)C)NS(=O)(=O)C=1C=C(C=2N(C1)C(=NC2)C=2SC(=NN2)C(F)F)N2C[C@@H](N[C@H](C2)C)C trans-N-(1-cyano-2-methylcyclopropyl)-3-(5-(difluoromethyl)-1,3,4-thiadiazol-2-yl)-8-((3S,5S)-3,5-dimethylpiperazin-1-yl)imidazo[1,5-a]pyridine-6-sulfonamide